3-(3,4-dimethoxyphenyl)-N-[(6-methoxy-3-pyridyl)methyl]-2,5-dimethyl-pyrazolo[1,5-a]pyrimidin-7-amine COC=1C=C(C=CC1OC)C=1C(=NN2C1N=C(C=C2NCC=2C=NC(=CC2)OC)C)C